C(C)(C)(C)C1NCC=C(C1)C1=NC(=CC(=N1)NC1=CC=C(C=C1)OC)C1=CC=CC=C1 tert-butyl-4-[4-(4-methoxyanilino)-6-phenyl-pyrimidin-2-yl]-3,6-dihydro-2H-pyridine